(2r,3r,11br)-3-(tert-butoxy)-9-(((1s,2s)-2-fluorocyclopropyl)methoxy)-10-methoxy-1,3,4,6,7,11b-hexahydro-2H-pyrido[2,1-a]isoquinolin-2-ol C(C)(C)(C)O[C@H]1[C@@H](C[C@H]2N(CCC3=CC(=C(C=C23)OC)OC[C@H]2[C@H](C2)F)C1)O